N-(4-amino-1H-pyrazolo[4,3-c]pyridin-7-yl)-N'-[(1S,2S)-2-(difluoromethoxy)cyclopentyl]-N'-[[5-(trifluoromethyl)-2-pyridyl]methyl]oxamide NC1=NC=C(C2=C1C=NN2)NC(=O)C(=O)N(CC2=NC=C(C=C2)C(F)(F)F)[C@@H]2[C@H](CCC2)OC(F)F